NCCOCCOCCOCCOCCC(=O)OCC1=CC=CC=C1 benzyl 1-amino-3,6,9,12-tetraoxapentadecan-15-oate